2-(methoxyimino)acetic acid methyl ester COC(C=NOC)=O